ClC=1C=C(C=CC1C(F)(F)F)S(=O)(=NC1=C(N=C2N1C=CC(=C2)C2=NOC(=N2)C(F)(F)F)C)C (3-chloro-4-(trifluoromethyl)phenyl)(methyl)((2-methyl-7-(5-(trifluoromethyl)-1,2,4-oxadiazol-3-yl)imidazo[1,2-a]pyridin-3-yl)imino)-λ6-sulfanone